(5-(benzothiazol-2-yl)naphthalen-2-yl)boronic acid S1C(=NC2=C1C=CC=C2)C2=C1C=CC(=CC1=CC=C2)B(O)O